2-(chloromethyl)-5-methylbenzo[d]oxazole ClCC=1OC2=C(N1)C=C(C=C2)C